CC1(C=C(NN1)C1CC1)C1CC1.C1(CC1)C(C=C(C)C1CC1)=O 1,3-dicyclopropyl-2-butene-1-one compound with 5-methyl-3,5-dicyclopropylpyrazoline